(10-(phenyl)anthracen-9-yl)boric acid C1(=CC=CC=C1)C1=C2C=CC=CC2=C(C2=CC=CC=C12)OB(O)O